N1(CCC1)C(=O)[C@@H]1O[C@@H](CN(C1)C=1C=2N(C=C(C1)S(=O)(=O)NC1(CC1)C)C(=NC2)C=2SC(=NN2)C(F)F)C |o1:6,8| rel-8-((2R,6R)-2-(azetidine-1-carbonyl)-6-methylmorpholino)-3-(5-(difluoromethyl)-1,3,4-thiadiazol-2-yl)-N-(1-methylcyclopropyl)imidazo[1,5-a]pyridine-6-sulfonamide